ClC1=C(C(=C(C=C1)C1(CC1)C(=O)O)F)F 1-(4-chloro-2,3-difluorophenyl)cyclopropane-1-carboxylic acid